(S)-N'-((4-cyano-2,6-diisopropylphenyl)carbamoyl)-3-fluoro-5-(2-hydroxypropan-2-yl)thiophene-2-sulfonimidamide C(#N)C1=CC(=C(C(=C1)C(C)C)NC(=O)N=[S@@](=O)(N)C=1SC(=CC1F)C(C)(C)O)C(C)C